C1(C=CCC1)CCCCCCCCCCCCC(=O)O 13-Cyclopent-2-en-1-yltridecanoic acid